vinyl-methoyl-dichlorosilane C(=C)[Si](Cl)(Cl)C=O